3-((6-(bis(2-methoxyethyl)amino)-4,8-bis(4-methoxypiperidin-1-yl)pyrimido[5,4-d]pyrimidin-2-yl)(2-hydroxyethyl)amino)propanoic acid COCCN(C=1N=C(C=2N=C(N=C(C2N1)N1CCC(CC1)OC)N(CCC(=O)O)CCO)N1CCC(CC1)OC)CCOC